gamma-Hydroxyvaleric acid OC(CCC(=O)O)C